(3S,4S)-3-cyclohexyl-4-(4-(4-(dimethoxymethyl)piperidin-1-yl)phenyl)-3-methylisochroman-7-ol C1(CCCCC1)[C@@]1(OCC2=CC(=CC=C2[C@@H]1C1=CC=C(C=C1)N1CCC(CC1)C(OC)OC)O)C